ethyl 18-hydroxy-(9Z)-octadec-9-enoate OCCCCCCCC\C=C/CCCCCCCC(=O)OCC